C(C1=CC=CC=C1)OC(=O)N[C@@H](C(=O)OCC1=CC=CC=C1)CNC(C1=CC(=CC(=C1)F)N(CC)CC)=O (R)-benzyl 2-(((benzyloxy)carbonyl)amino)-3-(3-(diethylamino)-5-fluorobenzamido)propanoate